C(C)(C)(C)OC(=O)N(C(OC(C)(C)C)=O)[C@@H](CCC(N[C@@H](CSSC[C@H](NC(CC[C@H](N(C(OC(C)(C)C)=O)C(=O)OC(C)(C)C)C(=O)O)=O)C(=O)O)C(=O)O)=O)C(=O)O (6S,11R,16R,21S)-5,22-bis(tert-butoxycarbonyl)-2,2,25,25-tetramethyl-4,9,18,23-tetraoxo-3,24-dioxa-13,14-dithia-5,10,17,22-tetraazahexacosane-6,11,16,21-tetracarboxylic acid